C(CCCCCCCCC)(=O)[O-].C(CCCCCCCCC)(=O)N[C@@H]([C@@H](C)CC)C(=O)O.[Na+] sodium N-decanoyl-L-isoleucine decanoate